methyl 8-((2-((5-((2-methoxy-3-(1-methyl-1H-1,2,4-triazol-3-yl) phenyl) amino)-6-(methylcarbamoyl) pyridazin-3-yl) amino)-2-oxoethyl) amino)-8-oxooctanoate COC1=C(C=CC=C1C1=NN(C=N1)C)NC=1C=C(N=NC1C(NC)=O)NC(CNC(CCCCCCC(=O)OC)=O)=O